C[C@H]1O[C@H](CN(C1)C1=NC=CC(=C1)OC1=CC(=C(C=C1)NC=1C2=C(N=CN1)SC=C2C2CCN(CC2)C(C=C)=O)F)C 1-(4-(4-((4-((2-((2R,6S)-2,6-dimethylmorpholino)pyridin-4-yl)oxy)-2-fluorophenyl)amino)thieno[2,3-d]pyrimidin-5-yl)piperidin-1-yl)prop-2-en-1-one